ClC=1C=CC2=C(C(C(CCN2)(F)F)(O)CCO)C1 7-chloro-4,4-difluoro-5-(2-hydroxyethyl)-2,3,4,5-tetrahydro-1H-1-benzoazepin-5-ol